FC1=C2CC(CC2=CC(=C1)F)NC(=O)C=1C=2N(N=CC1)C(=C(N2)COC)C(=O)N N8-(4,6-difluoroindan-2-yl)-2-(methoxymethyl)imidazo[1,2-b]pyridazine-3,8-dicarboxamide